BrC1=CC=C(C=2N(C(N(C21)C)=O)C2C(N(C(CC2)=O)CC2=CC=C(C=C2)OC)=O)F 3-(4-Bromo-7-fluoro-3-methyl-2-oxo-benzimidazol-1-yl)-1-[(4-methoxyphenyl)methyl]piperidine-2,6-dione